2-(2-mercaptoethylthio)ethane SCCSCC